C(#N)C=1C=CC(=C2C=CC=NC12)N1C[C@@]2(C[C@@]2(C1)C(F)(F)F)C1=NN=C(O1)C1C2CN(C(C1)C2)C(=O)OC(C)(C)C tert-butyl 5-(5-((1S,5R)-3-(8-cyanoquinolin-5-yl)-5-(trifluoromethyl)-3-azabicyclo[3.1.0]hexan-1-yl)-1,3,4-oxadiazol-2-yl)-2-azabicyclo[2.2.1]heptane-2-carboxylate